tert-butyl 4-(4-((4-sulfamoylbenzyl)oxy)phenyl)-1H-imidazole-1-carboxylate S(N)(=O)(=O)C1=CC=C(COC2=CC=C(C=C2)C=2N=CN(C2)C(=O)OC(C)(C)C)C=C1